2,3-dioxanaphthalene C=1OOC=C2C=CC=CC12